2-(di-((2-ethylhexyl)oxy)phosphono)-2-hydroxy-2-phenylacetic acid C(C)C(COOP(=O)(OOCC(CCCC)CC)OC(C(=O)O)C1=CC=CC=C1)CCCC